C(C)C1=C(C(=CC=C1)C)NC(=S)NC1=C(C=C(C=C1C)C)C N-(2-Ethyl-6-methylphenyl)-N'-(2,4,6-trimethylphenyl)thiourea